(2RS)-2-(6-bromo-1-oxo-isoindolin-2-yl)-2-(3-methoxy-2-pyridinyl)-N-thiazol-2-yl-acetamide BrC1=CC=C2CN(C(C2=C1)=O)[C@@H](C(=O)NC=1SC=CN1)C1=NC=CC=C1OC |r|